CN1N=CC(=C1)NC(=O)C1=CN2C=3C=CC=CC3SC2=N1 N-(1-methyl-1H-pyrazol-4-yl)-7-thia-2,5-diazatricyclo[6.4.0.02,6]dodeca-1(8),3,5,9,11-pentaene-4-carboxamide